[C@H]12C(CC[C@H](C1(C)C)C2)=C (1S)-(-)-β-pinene